C1(=CC=CC=C1)C=1C=CC=2NC3=CC=CC=C3C2C1 3-Phenyl-9H-carbazol